ClC1=CC(N(C(N1C1=CC=C(C=C1)Cl)=O)C1=CC=C(C=C1)Cl)=O 6-chloro-1,3-bis(4-chlorophenyl)pyrimidine-2,4(1H,3H)-dione